6-Hydroxy-2-(thiazol-2-yl)-3,4-dihydroisoquinolin-1(2H)-one OC=1C=C2CCN(C(C2=CC1)=O)C=1SC=CN1